CC1(C2C(N(C(C12)=O)CC1=CC2=NC=CC(=C2S1)C1=CC(=C(N1C[C@@H]1CNCCO1)C)C(=O)OCC)=O)C ethyl 5-(2-((6,6-dimethyl-2,4-dioxo-3-azabicyclo[3.1.0]hexan-3-yl)methyl)thieno[3,2-b]pyridin-7-yl)-2-methyl-1-(((S)-morpholin-2-yl)methyl)-1H-pyrrole-3-carboxylate